C1(CC1)CCC(N[S@@](=O)C(C)(C)C)C=1C=CC(=C(C1)NC(OC)=O)F methyl 5-((+)-3-cyclopropyl-1-((S)-1,1-dimethylethylsulfinamido)propyl)-2-fluorophenylcarbamate